(S)-1-(4-cyanopyridin-2-yl)-3-methoxy-N-(6-(5-methyl-6,7-dihydro-5H-pyrrolo[2,1-c][1,2,4]triazol-3-yl)pyridin-2-yl)-1H-pyrazole-4-carboxamide C(#N)C1=CC(=NC=C1)N1N=C(C(=C1)C(=O)NC1=NC(=CC=C1)C=1N2C(=NN1)CC[C@@H]2C)OC